CC1(N(C(CC1)=O)CC(=O)N)C 2-(2,2-dimethyl-5-oxo-pyrrolidin-1-yl)acetamide